C[C@@H]1CC[C@H](CC1)C 1,4-trans-dimethylcyclohexane